C1(CC1)C=1C=CC=2N(C(C(=C(N2)C(F)(F)F)C=2C=NN(C2)CCC(F)(F)F)=O)C1 7-cyclopropyl-2-(trifluoromethyl)-3-[1-(3,3,3-trifluoropropyl)-1H-pyrazol-4-yl]-4H-pyrido[1,2-a]pyrimidin-4-one